ClC=1C=C2C=NN(C2=CC1N1C[C@@H]2CC[C@H](C1)C2(O)C=2C=NC=CC2)C=2C=NN(C2)C (1S,5R)-3-[5-chloro-1-(1-methylpyrazol-4-yl)indazol-6-yl]-8-(3-pyridyl)-3-azabicyclo[3.2.1]octan-8-ol